6-(4-(trifluoromethyl)piperidin-1-yl)quinoline-4-carboxylic acid methyl ester COC(=O)C1=CC=NC2=CC=C(C=C12)N1CCC(CC1)C(F)(F)F